NC1=NC=CC(=N1)OC1=CC(=C(C=C1)N1C(N(CC1=O)C=1C=NC=C(C1)OC(F)F)=O)C(=C)C 3-{4-[(2-amino-4-pyrimidinyl)oxy]-2-isopropenylphenyl}-1-[5-(difluoromethoxy)-3-pyridinyl]-2,4-imidazolidinedione